9'-(2-chloro-4-((4-methylpyridin-2-yl)oxy)benzoyl)-3-methoxy-4',7'-dihydrospiro[cyclopentane-1,2'-pyrrolo[3',2':5,6]pyrido[3,4-b]pyrazin]-3'(1'H)-one ClC1=C(C(=O)C2=CNC3=C2C2=C(NC(C4(N2)CC(CC4)OC)=O)C=N3)C=CC(=C1)OC1=NC=CC(=C1)C